N-[2-(4-benzyl-1-piperazinyl)-2-oxoethyl]-N-(3,4-dimethyl-phenyl)-4-methyl-benzenesulfonamide C(C1=CC=CC=C1)N1CCN(CC1)C(CN(S(=O)(=O)C1=CC=C(C=C1)C)C1=CC(=C(C=C1)C)C)=O